3-(2-cyanophenyl)-1-phenyl-5-acetyl-1,2-dihydropyridin-2-one C(#N)C1=C(C=CC=C1)C=1C(N(C=C(C1)C(C)=O)C1=CC=CC=C1)=O